(3-{[(ethylimino)methylidene]amino}propyl)dimethylamine C(C)N=C=NCCCN(C)C